FC(CCNCCCCC1=CC=C2CCCN(C2=N1)C(=O)OC(C)(C)C)F tert-butyl 7-(4-((3,3-difluoropropyl)amino)butyl)-3,4-dihydro-1,8-naphthyridine-1(2H)-carboxylate